N-(2-acetyl-4-cyclopropyl-3,5-difluorophenyl)-5-cyano-2-(methylsulfonyl)benzamide trans-benzyl-((4-(2-diazoacetyl)cyclohexyl)methyl)carbamate C(C1=CC=CC=C1)N(C(O)=O)C[C@@H]1CC[C@H](CC1)C(C=[N+]=[N-])=O.C(C)(=O)C1=C(C=C(C(=C1F)C1CC1)F)NC(C1=C(C=CC(=C1)C#N)S(=O)(=O)C)=O